Bis(2,3-dicarboxyphenyl)methan C(=O)(O)C1=C(C=CC=C1C(=O)O)CC1=C(C(=CC=C1)C(=O)O)C(=O)O